methyl N-((S)-3-acetoxy-2-(4-(4-aminophenyl)-1-oxoisoindolin-2-yl)propanoyl)-O-acetyl-L-serinate C(C)(=O)OC[C@@H](C(=O)N[C@@H](COC(C)=O)C(=O)OC)N1C(C2=CC=CC(=C2C1)C1=CC=C(C=C1)N)=O